O1CC12COC(CC2)C(=O)OCC ethyl trans-1,5-dioxaspiro[2.5]octane-6-carboxylate